C1(CCCCC1)N1CCN(CC1)C(=O)NC1=C(C(=O)OC)C=CC=C1 methyl 2-([(4-cyclohexyl-1-piperazinyl)carbonyl]amino)benzoate